9-((tert-butyldiphenylsilyl)oxy)nonanoic acid [Si](C1=CC=CC=C1)(C1=CC=CC=C1)(C(C)(C)C)OCCCCCCCCC(=O)O